CN1N=CN=C1NC(=O)C1CNC1 N-(1-methyl-1H-1,2,4-triazol-5-yl)azetidine-3-carboxamide